ClCCCC\C=C(\C(=O)OCC)/NC(=O)[C@@H]1C(C1)(C)C ethyl (Z)-7-chloro-((S)-2,2-dimethylcyclopropanecarboxamido)-2-heptenoate